1-Methyl-3-((3-methyloxetan-3-yl)methoxy)-6-nitroquinolin-2(1H)-one CN1C(C(=CC2=CC(=CC=C12)[N+](=O)[O-])OCC1(COC1)C)=O